(1R,3S)-3-{5-[5-(2-formyl-3-hydroxy-4-methoxy phenyl)-2-methylpyrazole-3-amido]-2H-pyrazol-3-yl}cyclopentyl N-isopropylcarbamate C(C)(C)NC(O[C@H]1C[C@H](CC1)C=1NN=C(C1)NC(=O)C=1N(N=C(C1)C1=C(C(=C(C=C1)OC)O)C=O)C)=O